CC1(S(N(C2=C(C1(O)C)C=CC=C2)C=2C=NC1=CC=CC=C1C2)(=O)=O)C 3,3,4-trimethyl-1-(quinolin-3-yl)-3,4-dihydro-1H-2,1-benzothiazin-4-ol 2,2-dioxide